C(C)C1(N=CC(=N1)C)CCC#N 2-ethyl-4-methylimidazolepropanenitrile